4-chloro-6-morpholino-N-(3-(trifluoromethyl)phenyl)-1,3,5-triazin-2-amine ClC1=NC(=NC(=N1)N1CCOCC1)NC1=CC(=CC=C1)C(F)(F)F